4-((2R,3S,5S)-3-(3-chloro-4-fluoro-2-methoxyphenyl)-5-methyl-5-(trifluoromethyl)tetrahydrofuran-2-carboxamido)-N-methylpicolinamide ClC=1C(=C(C=CC1F)[C@H]1[C@@H](O[C@@](C1)(C(F)(F)F)C)C(=O)NC1=CC(=NC=C1)C(=O)NC)OC